C(CCCCCCCC)OC(CCCCCOCC1=CC=CC=C1)=O.ClC=1C=CC(=C(C1)C1=CC(N(C=C1OC)C(C(=O)NC1=CC2=CN(N=C2C=C1)C)CCC)=O)C1=NOCC1 2-{4-[5-chloro-2-(4,5-dihydro-1,2-oxazol-3-yl)phenyl]-5-methoxy-2-oxopyridin-1(2H)-yl}-N-(2-methyl-2H-indazol-5-yl)pentanamide nonyl-6-(benzyloxy)hexanoate